tert-butyl 2-(4-methoxy-2-(1-(4-methoxybenzyl)-6-oxo-5-(trifluoromethyl)-1,6-dihydropyridazin-3-yl)pyrrolidin-1-yl)acetate COC1CC(N(C1)CC(=O)OC(C)(C)C)C1=NN(C(C(=C1)C(F)(F)F)=O)CC1=CC=C(C=C1)OC